C(C)\C(=C/CC\C(=C/C=O)\C)\CCC=C(C)C (Z,E)-7-Ethyl-3,11-dimethyl-2,6,10-dodecatrienal